OC=1C=C2CCC(N(C2=NC1)C1CC(C1)(C)O)=O 6-hydroxy-1-[(cis)-3-hydroxy-3-methylcyclobutyl]-3,4-dihydro-1,8-diaza-2(1H)-naphthalenone